C(C)(C)(C)OC(=O)NC1=C(C(=O)[O-])C=CC=C1[N+](=O)[O-] ((tert-butoxycarbonyl) amino)-3-nitrobenzoate